Isopropyl (((cis-3-(2-amino-6-(cyclopropylamino)-9H-purin-9-yl)cyclobutyl)methoxy)(phenoxy)phosphoryl)-L-alaninate NC1=NC(=C2N=CN(C2=N1)[C@H]1C[C@H](C1)COP(=O)(OC1=CC=CC=C1)N[C@@H](C)C(=O)OC(C)C)NC1CC1